1-{5-[(2,5-dioxotetrahydro-1H-pyrrol-1-yl)oxy]-5-oxopentyl}pyrrole-2,5-dione O=C1N(C(CC1)=O)OC(CCCCN1C(C=CC1=O)=O)=O